FC(C=1C=C(C=C(C1)C(F)(F)F)B(C1=C(C(=CC=C1)C(F)(F)F)F)C1=CC(=CC(=C1)C(F)(F)F)C(F)(F)F)(F)F bis(3,5-bis(trifluoromethyl)phenyl)(2-fluoro-3-(trifluoromethyl)phenyl)borane